C(C)(=O)N1CCN(CC1)CCOC1=CC=C(C=C1)NC(NCC(=O)NC1=CC=C(C=C1)N(C(OCC1=CC=C(C=C1)NC([C@H](C)N)=O)=O)[C@@H]1C[C@@H](N(C2=CC=CC=C12)C(CC)=O)C)=O 4-((S)-2-aminopropanamido)benzyl (4-(2-(3-(4-(2-(4-acetylpiperazin-1-yl)ethoxy)phenyl)ureido)acetamido)phenyl)((2S,4R)-2-methyl-1-propionyl-1,2,3,4-tetrahydroquinolin-4-yl)carbamate